ClC1=NC=C(C(=C1)C1=C(C=NC(=C1)C)C(=O)NC=1SC2=C(N1)CN(C2)C(=O)C2CC(C2)O)OC 2'-Chloro-N-(5-((1r,3r)-3-hydroxy-cyclobutane-1-carbonyl)-5,6-dihydro-4H-pyrrolo[3,4-d]thiazol-2-yl)-5'-methoxy-6-methyl-[4,4'-bipyridine]-3-carboxamide